C(C)(C)(C)OC(=O)N1C=CC2=CC=C(C=C12)OC1CCN(CC1)C.COC1=CC=CC=2C=C(OC21)C(C)=O 1-(7-methoxybenzofuran-2-yl)ethan-1-one tert-Butyl-6-((1-methylpiperidin-4-yl)oxy)-1H-indole-1-carboxylate